C(C(C)C)(=O)O.C(C(C)C)(=O)O.C(=CC=CC)O 1,3-pentadienol diisobutyrate